CC1=C(C(=O)NC2(CC2)C2=C3C=CC=NC3=CC(=C2)C(=C)C)C=C(C=C1)OCCNC 2-Methyl-5-(2-(methylamino)ethoxy)-N-(1-(7-(prop-1-en-2-yl)quinolin-5-yl)cyclopropyl)benzamide